sodium 2,2'-methylenebis(4,6-di-tert-butylphenyl) phosphate P1(=O)(OC2=C(C=C(C=C2C(C)(C)C)C(C)(C)C)CC2=C(C(=CC(=C2)C(C)(C)C)C(C)(C)C)O1)[O-].[Na+]